{4'-(benzotriazol-2-yl)biphenyl-4-yl}-bis-(biphenyl-4-yl)-amine N=1N(N=C2C1C=CC=C2)C2=CC=C(C=C2)C2=CC=C(C=C2)N(C2=CC=C(C=C2)C2=CC=CC=C2)C2=CC=C(C=C2)C2=CC=CC=C2